(3R,4R)-1-(1-(3-Chloro-4-fluorobenzyl)-5,6-difluoro-1H-benzimidazol-2-yl)-4-fluoro-3-piperidinamin ClC=1C=C(CN2C(=NC3=C2C=C(C(=C3)F)F)N3C[C@H]([C@@H](CC3)F)N)C=CC1F